trans-2-((3,8-diazabicyclo[3.2.1]octan-8-yl)methyl)-N-(2-(2,4-dimethoxypyridin-3-yl)-1-methyl-1H-pyrrolo[2,3-c]pyridin-5-yl)cyclopropane-1-carboxamide C12CNCC(CC1)N2C[C@H]2[C@@H](C2)C(=O)NC=2C=C1C(=CN2)N(C(=C1)C=1C(=NC=CC1OC)OC)C